CC(CC(CC)=O)(C)C1=CC=CC=C1 5-METHYL-5-PHENYL-3-HEXANONE